Z-butyl 4-hydroxypiperidine-1,4-dicarboxylate OC1(CCN(CC1)C(=O)OCCCC)C(=O)[O-]